6-(1-(4-(Trifluoromethoxy)benzyl)-1H-indazol-7-carboxamido)spiro[3.3]heptan FC(OC1=CC=C(CN2N=CC3=CC=CC(=C23)C(=O)NC2CC3(CCC3)C2)C=C1)(F)F